3-Amino-3-{[3-(benzoyloxy)-1-methoxy-1-oxopropan-2-yl]carbamoyl}propanoic acid NC(CC(=O)O)C(NC(C(=O)OC)COC(C1=CC=CC=C1)=O)=O